tert-butyl 4-(1-(4-((2,6-dioxopiperidin-3-yl)amino)-2-fluorophenyl)piperidin-4-yl)piperazine-1-carboxylate O=C1NC(CCC1NC1=CC(=C(C=C1)N1CCC(CC1)N1CCN(CC1)C(=O)OC(C)(C)C)F)=O